5-(2-[18F]fluoroethyl)phenanthridinium [18F]CC[N+]1=C2C=CC=CC2=C2C=CC=CC2=C1